CC1=C(OC(=S)NCC2(CC(CC(C2)(C)C)NC([O-])=O)C)C(=CC=C1)C 3-((2,6-dimethylphenoxy) thiocarbonylamino-methyl)-3,5,5-trimethylcyclohexylcarbamate